N-methyl-1-[6-(1-methylpyrazol-4-yl)pyrazolo[1,5-a]pyrazin-4-yl]piperidin-3-amine hydrochloride Cl.CNC1CN(CCC1)C=1C=2N(C=C(N1)C=1C=NN(C1)C)N=CC2